(4-nitrophenyl)pyridin [N+](=O)([O-])C1=CC=C(C=C1)C1=NC=CC=C1